N1=CC(=CC2=CC=CC=C12)C(C)=O 1-(quinolin-3-yl)ethanone